FC(S(=O)(=O)OC1=CC(=CC=C1)C=1C(=NC(=CC1)OCC1=CC=CC=C1)OCC1=CC=CC=C1)(F)F [3-(2,6-dibenzyloxy-3-pyridyl)phenyl] trifluoromethanesulfonate